2-((S)-1-Acryloyl-4-((S)-7-(indolin-1-yl)-2-(((S)-1-isopropylpyrrolidin-2-yl)methoxy)-5,6,7,8-tetrahydroquinazolin-4-yl)piperazin-2-yl)acetonitrile C(C=C)(=O)N1[C@H](CN(CC1)C1=NC(=NC=2C[C@H](CCC12)N1CCC2=CC=CC=C12)OC[C@H]1N(CCC1)C(C)C)CC#N